1-(6-(1-(3-((4-((5-(difluoromethyl)-pyrimidin-2-yl)amino)piperidin-1-yl)sulfonyl)benzyl)piperidin-4-yl)-1-methyl-1H-indazol-3-yl)dihydropyrimidine-2,4(1H,3H)-dione FC(C=1C=NC(=NC1)NC1CCN(CC1)S(=O)(=O)C=1C=C(CN2CCC(CC2)C2=CC=C3C(=NN(C3=C2)C)N2C(NC(CC2)=O)=O)C=CC1)F